di-tert-butyl N-{(2S)-4-[{(1R)-1-[1-benzyl-4-(2,5-difluorophenyl)-1H-pyrrol-2-yl]-2,2-dimethylpropyl}(hydroxyacetyl)amino]-2-[(L-valyl-L-alanyl)amino]butanoyl}-beta-alanyl-D-glutamate C(C1=CC=CC=C1)N1C(=CC(=C1)C1=C(C=CC(=C1)F)F)[C@@H](C(C)(C)C)N(CC[C@@H](C(=O)NCCC(=O)N[C@H](CCC(=O)OC(C)(C)C)C(=O)OC(C)(C)C)NC([C@@H](NC([C@@H](N)C(C)C)=O)C)=O)C(CO)=O